The molecule is a trihydroxyflavanone that is (2S)-flavanone substituted by hydroxy groups at positions 5, 7 and 2', a prenyl group at position 8 and a dimethylallyl group at position 5'. Isolated from Dalea boliviana, it exhibits inhibitory activity against tyrosinase. It has a role as an EC 1.14.18.1 (tyrosinase) inhibitor and a plant metabolite. CC(=CCC1=C2C(=C(C=C1O)O)C(=O)C[C@H](O2)C3=C(C=CC(=C3)C(C)(C)C=C)O)C